CC(CCCCCCCCCCCCCCCCCC)OC(C)CCCCCCCCCCCCCCCCCC 2-eicosyl oxide